FC1=CC=C(CCN2[C@@H]3CCC[C@H]2CC3)C=C1 (1R,5S)-8-(4-fluorophenethyl)-8-azabicyclo[3.2.1]octane